4'-chloro-10'-(1-(((1s,4s)-4-(hydroxymethyl)cyclohexyl)methyl)piperidin-4-yl)-5'H-spiro[cyclohexane-1,7'-indolo[1,2-a]quinazolin]-5'-one ClC=1C=2C(N=C3N(C2C=CC1)C1=CC(=CC=C1C31CCCCC1)C1CCN(CC1)CC1CCC(CC1)CO)=O